(S)-N-(1-hydroxypropan-2-yl)-4-methyl-N-(prop-2-yn-1-yl)benzenesulfonamide OC[C@H](C)N(S(=O)(=O)C1=CC=C(C=C1)C)CC#C